C1[C@H]2N(CCN1C1=C(CN3CCN(CC3)C(=O)N3N=C(C=C3)C(=O)O)C=CC(=C1)C(F)(F)F)CCC2 (S)-1-(4-(2-(hexahydropyrrolo-[1,2-a]pyrazin-2(1H)-yl)-4-(trifluoromethyl)benzyl)piperazine-1-carbonyl)-1H-pyrazole-3-carboxylic acid